(S)-5-cyano-N-ethyl-N-(2,2,2-trifluoro-1-(4-fluorophenyl)ethyl)thiophene-2-sulfonamide C(#N)C1=CC=C(S1)S(=O)(=O)N([C@H](C(F)(F)F)C1=CC=C(C=C1)F)CC